tert-butyl (tert-butoxycarbonyl)(7-(6-chloropyridazin-4-yl)-[1,2,4]triazolo[1,5-a]pyridin-2-yl)carbamate C(C)(C)(C)OC(=O)N(C(OC(C)(C)C)=O)C1=NN2C(C=C(C=C2)C2=CN=NC(=C2)Cl)=N1